2-ethylidene-5-methoxy-2,3,4,4a,9,9a-hexahydro-1H-1,4-methanoxanthene C(C)=C1C2C3CC4=CC=CC(=C4OC3C(C1)C2)OC